ClC1=CC=2N(C=C1)N=C(C2C2CCC2)NC(CC2(CCCC2)O)=O N-(5-chloro-3-cyclobutylpyrazolo[1,5-a]pyridin-2-yl)-2-(1-hydroxycyclopentyl)acetamide